(5-bromo-3-methyl-indolin-1-yl)piperidine-2,6-dione BrC=1C=C2C(CN(C2=CC1)N1C(CCCC1=O)=O)C